ClC1=C(C=CC(=C1)Cl)NC(COCC(=O)O)=O 2-(2-((2,4-dichlorophenyl)amino)-2-oxoethoxy)acetic acid